C(#N)C1(CC1)C=1C=C(C(=O)NC(C)C2=NC=CN=C2C2=NC=CC=N2)C=C(C1)OC(F)(F)F 3-(1-cyanocyclopropyl)-N-[1-(3-pyrimidin-2-ylpyrazin-2-yl)ethyl]-5-(trifluoromethoxy)benzamide